ClC1=CC(=C(N=N1)C(=O)O)NC1=C(C(=CC=C1)C=1C(N(OC1)C)=O)OC 6-chloro-4-((2-methoxy-3-(2-methyl-3-oxo-2,3-dihydroisoxazol-4-yl)phenyl)amino)pyridazine-3-carboxylic acid